Cl.NC(C(=O)N1CCN(CC1)C(=O)NC1=NC(N(C=C1)C=1C=C2CC(CC2=CC1)N[C@@H]1C[C@H](CC1)N)=O)(C)C 4-(2-Amino-2-methylpropanoyl)-N-(1-(2-(((1s,3s)-3-aminocyclopentyl)amino)-2,3-dihydro-1H-inden-5-yl)-2-oxo-1,2-dihydropyrimidin-4-yl)piperazine-1-carboxamide hydrochloride